2-methyl-1-morpholinopropan CC(CN1CCOCC1)C